N-cyclopropyl-5-(dimethylphosphoryl)-2-(prop-2-yn-1-ylamino)benzamide C1(CC1)NC(C1=C(C=CC(=C1)P(=O)(C)C)NCC#C)=O